C(C(=C)C)(=O)OCC(COC(C(=C)C)=O)O 1,3-bis(methacryloyloxy)-2-propanol